5-(1-(1-cyclooctyloxy)ethoxycarbonyl)-bicyclo[2.2.1]hept-2-ene C1(CCCCCCC1)OC(C)OC(=O)C1C2C=CC(C1)C2